1,12-diaminooctadecane NCCCCCCCCCCCC(CCCCCC)N